C12(CC(C1)C2)[C@@H](O)C2=CC=1C(=NC(=CC1)C1=CC=3C(N=C1)=NN(C3)C)S2 (R)-bicyclo[1.1.1]pentan-1-yl(6-(2-methyl-2H-pyrazolo[3,4-b]pyridin-5-yl)thieno[2,3-b]pyridin-2-yl)methanol